N-([1,1'-biphenyl]-2-yl)-[1,1':4',1''-terphenyl]-4-amine C1(=C(C=CC=C1)NC1=CC=C(C=C1)C1=CC=C(C=C1)C1=CC=CC=C1)C1=CC=CC=C1